6-(2,6-Dichloro-4-nitrophenoxy)-2-ethyl-3,4-dihydroisoquinolin-1(2H)-one-5-d ClC1=C(OC2=C(C=3CCN(C(C3C=C2)=O)CC)[2H])C(=CC(=C1)[N+](=O)[O-])Cl